NC=1C=2N(C3=CC(=C(C=C3N1)F)C(=O)N([C@@H]1COC3=C1C=CC(=C3)C(F)(F)F)C=3C=NN(C3)C)C(=NC2)C (S)-4-amino-7-fluoro-1-methyl-N-(1-methyl-1H-pyrazol-4-yl)-N-(6-(trifluoromethyl)-2,3-dihydrobenzofuran-3-yl)imidazo[1,5-a]quinoxaline-8-carboxamide